(4-methoxybenzyl)(methyl)(((6-(5-(trifluoromethyl)-1,2,4-oxadiazol-3-yl)imidazo[1,2-a]pyridin-2-yl)methyl)imino)-λ6-sulfanone COC1=CC=C(CS(=O)(=NCC=2N=C3N(C=C(C=C3)C3=NOC(=N3)C(F)(F)F)C2)C)C=C1